C(O)C(CCCCCCCCCCCCC=C)(CO)CO trimethylolpentadecene